N-(3-(1,1-difluoropropyl)phenyl)-1-(4-methoxy-3-(4,4,5,5-tetramethyl-1,3,2-dioxaborolan-2-yl)phenyl)-3-methyl-5-oxo-4,5-dihydro-1H-pyrazole-4-carboxamide FC(CC)(F)C=1C=C(C=CC1)NC(=O)C1C(=NN(C1=O)C1=CC(=C(C=C1)OC)B1OC(C(O1)(C)C)(C)C)C